C=CC(CC=C)O 1,5-hexadien-3-ol